(E)-3-(benzo[d][1,3]dioxol-5-yl)-N-cyclopropyl-N-(thiophen-2-ylmethyl)acrylamide O1COC2=C1C=CC(=C2)/C=C/C(=O)N(CC=2SC=CC2)C2CC2